(S)-2-(3-((6-aminopyrimidin-4-yl)oxy)pyrrolidin-1-yl)-N-(3-(2-((1,5-dimethyl-1H-pyrazol-3-yl)amino)-5-methylpyrimidin-4-yl)-1H-indol-7-yl)acetamide NC1=CC(=NC=N1)O[C@@H]1CN(CC1)CC(=O)NC=1C=CC=C2C(=CNC12)C1=NC(=NC=C1C)NC1=NN(C(=C1)C)C